6-{[4-methyl-3-(trifluoromethyl)phenyl](2-methylpropyl)amino}pyridine-3-carboxylic Acid CC1=C(C=C(C=C1)N(C1=CC=C(C=N1)C(=O)O)CC(C)C)C(F)(F)F